8-chloro-N-[4-(cyclopentyloxy)-2-methylphenyl]Quinolin-2-amine ClC=1C=CC=C2C=CC(=NC12)NC1=C(C=C(C=C1)OC1CCCC1)C